CC(C)CCOC(=O)C i-amyl acetate